ClC1([C@H]([C@@H]1C1=CC=C(C=C1)OC)C1=CC=C(C=C1)S(F)(F)(F)(F)F)Cl trans-(4-(2,2-Dichloro-3-(4-methoxyphenyl)cyclopropyl)phenyl)pentafluoro-λ6-sulfane